1-[4-chloro-1-(p-tolylsulfonyl)indazol-3-yl]-5,5-dimethyl-pyrrolidin-3-ol ClC1=C2C(=NN(C2=CC=C1)S(=O)(=O)C1=CC=C(C=C1)C)N1CC(CC1(C)C)O